BrC=1C=C(C=C2CC(N(C12)C(C)C)C(=O)OC(C)(C)C)C(NC1=CC=C(C=C1)OC(F)(F)Cl)=O tert-butyl 7-bromo-5-((4-(chlorodifluoromethoxy)phenyl)carbamoyl)-1-isopropylindoline-2-carboxylate